FC(C(=O)O)(F)F.C[C@H](CCC)N1N=CC(=C1)C=1C2=C(N=CN1)NC=C2 4-{1-[(1R)-1-Methylbutyl]-1H-pyrazol-4-yl}-7H-pyrrolo[2,3-d]pyrimidine trifluoroacetate salt